FC=1C=C(C=CC1)CCNCC1CCC(CC1)OC (R)-1-(3-Fluorophenyl)-2-((((1s,4S)-4-methoxycyclohexyl)methyl)amino)ethan